2,6-difluoro-4-(phenylethynyl)aniline FC1=C(N)C(=CC(=C1)C#CC1=CC=CC=C1)F